4-(N-(4-chlorophenyl)sulfamoyl)-N-(3-cyanophenyl)benzamide ClC1=CC=C(C=C1)NS(=O)(=O)C1=CC=C(C(=O)NC2=CC(=CC=C2)C#N)C=C1